tert-butyl N-(2-cyanoallyl)-N-[2-methoxy-7-[6-[[1-(2-methoxyethyl)-4-piperidyl]carbamoyl]-2-pyridyl]-1-naphthyl]carbamate C(#N)C(CN(C(OC(C)(C)C)=O)C1=C(C=CC2=CC=C(C=C12)C1=NC(=CC=C1)C(NC1CCN(CC1)CCOC)=O)OC)=C